(S,E)-methyl-7-(1-(2-(2-ethylbutylamino)-2-oxoethyl)-2-oxo-1,2-dihydro-pyridin-3-ylamino)-6-(1-methyl-1H-imidazole-5-carboxamido)-7-oxo-hept-2-enoate COC(\C=C\CC[C@@H](C(=O)NC=1C(N(C=CC1)CC(=O)NCC(CC)CC)=O)NC(=O)C1=CN=CN1C)=O